ClC=1OC(=CN1)C1=NC=C(C=C1)C(F)(F)F 2-chloro-5-(5-(trifluoromethyl)pyridin-2-yl)oxazole